C1=CC=C(C=C1)C(=O)C/C=C/C(=O)C(=O)[O-] The molecule is a dioxo monocarboxylic acid anion that is the conjugate base of 2,6-dioxo-6-phenylhexa-3-enoic acid, arising from deprotonation of the carboxy group; major species at pH 7.3. It is a conjugate acid of a 2,6-dioxo-6-phenylhexa-3-enoic acid. It is a tautomer of a 2-hydroxy-6-oxo-6-phenylhexa-2,4-dienoate.